(3R)-3-amino-azepan-2-one N[C@H]1C(NCCCC1)=O